C(C=C)C12N(C=3C=CC=CC3C1=O)CCC2 9A-ALLYL-1,2,3,9A-TETRAHYDRO-9H-PYRROLO[1,2-A]INDOL-9-ON